COC1(CC1)C(=O)NC(NC1=CC(=C(C=C1)OC1=NC=CC=N1)C)=O 1-methoxy-N-((3-methyl-4-(pyrimidin-2-yloxy)phenyl)carbamoyl)cyclopropane-1-carboxamide